C1(CCCCC1)CCCCNC(=O)C=1N=C(OC1)C1C(C2CCC1O2)C2=C(C=CC=C2)CC(=O)O [3-[4-[[(4-cyclohexylbutyl)-amino]carbonyl]-2-oxazolyl]-7-oxabicyclo[2.2.1]hept-2-yl]benzeneacetic acid